C(C)(=O)NC1=CC2=C(C=N1)C1(CN2C2=CC(=CC(=N2)C(C(=O)OCC)(F)F)C)CC1 ethyl 2-(6-(6'-acetamido spiro[cyclopropane-1,3'-pyrrolo[3,2-c]pyridin]-1'(2'H)-yl)-4-methylpyridin-2-yl)-2,2-difluoroacetate